N[C@H](C(=O)NC)CCCC1CCC(CC1)C(F)(F)F (S)-2-amino-N-methyl-5-(4-(trifluoromethyl)cyclohexyl)pentanamide